pyridyldiazonium acetate C(C)(=O)[O-].N1=C(C=CC=C1)[N+]#N